FC(C=1C(=C(C=CC1)C(C(F)(F)F)NS(=O)C(C)(C)C)F)F N-(1-(3-(difluoromethyl)-2-fluorophenyl)-2,2,2-trifluoroethyl)-2-methylpropane-2-sulfinamide